FC=1C=C2CCNCC2=C(C1)O 6-fluoro-1,2,3,4-tetrahydroisoquinolin-8-ol